CN(C)CC1=NN=C(O1)C1=C(NC=2C(N(C=C(C21)C#CC(C(F)(F)F)(C2=CC=CC=C2)O)C)=O)C 3-[5-[(dimethylamino)methyl]-1,3,4-oxadiazol-2-yl]-2,6-dimethyl-4-(4,4,4-trifluoro-3-hydroxy-3-phenyl-but-1-ynyl)-1H-pyrrolo[2,3-c]pyridin-7-one